O1C2=C(OCC1)C=C(C=C2)N2C(=NN=C2)SC=2SC(=CN2)[N+](=O)[O-] 2-((4-(2,3-dihydrobenzo[b][1,4]dioxin-6-yl)-4H-1,2,4-triazol-3-yl)thio)-5-nitrothiazole